C(C)(C)(C)OC(=O)N1C2=C(C=C1CN1CCC(CC1)C1=NC(=CC=C1)OCC1=C(C=C(C=C1)Cl)F)SC(=C2)C(=O)OC methyl 4-(tert-Butoxycarbonyl)-5-((4-(6-((4-chloro-2-fluorobenzyl) oxy) pyridin-2-yl) piperidin-1-yl) methyl)-4H-thieno[3,2-b]pyrrole-2-carboxylate